(2R)-1-[2,4-dichloro-6-[2-(1H-indol-3-yl)ethoxy]pyrimidin-5-yl]oxy-3-methoxy-propan-2-amine ClC1=NC(=C(C(=N1)Cl)OC[C@@H](COC)N)OCCC1=CNC2=CC=CC=C12